triphenyl-boroxine C1(=CC=CC=C1)B1OB(OB(O1)C1=CC=CC=C1)C1=CC=CC=C1